terephthalic acid dihydrazide C(C1=CC=C(C(=O)NN)C=C1)(=O)NN